tert-Butyl 4-(3-morpholinopropoxy)phenethylcarbamate O1CCN(CC1)CCCOC1=CC=C(CCNC(OC(C)(C)C)=O)C=C1